BrC=1C=CC=2N(C3=CC=C(C=C3C2C1)Br)C1=CC=C(C=C1)N(C1=CC=C(C=C1)N1C2=CC=C(C=C2C=2C=C(C=CC12)Br)Br)C1=CC=C(C=C1)N1C2=CC=C(C=C2C=2C=C(C=CC12)Br)Br tris(4-(3,6-dibroMo-9H-carbazol-9-yl)phenyl)aMine